ClC1=CC=C(C=C1)N(C(=O)OCC1CCC(CC1)COCC(=O)O)C1=CC=CC=C1 2-([(1r,4r)-4-(((4-chlorophenyl)(phenyl)carbamoyloxy)methyl)-cyclohexyl]methoxy)acetic acid